BrC=1C=CC2=C(CCS2(=O)=O)C1F 5-bromo-4-fluoro-2,3-dihydro-1λ6-benzothiophene-1,1-dione